2-(4-(chloromethyl)piperidin-1-yl)pyridine ClCC1CCN(CC1)C1=NC=CC=C1